C(#N)C[C@@H]1[C@@H](C[C@H](CC1)NC1=C2C(=NC=C1[N+](=O)[O-])C=CS2)NC(OCC2=CC=CC=C2)=O Benzyl [(1R,2R,5S)-2-(cyanomethyl)-5-[(6-nitrothieno[3,2-b]pyridin-7-yl)amino]cyclohexyl]carbamate